C(C)(C)(C)OC(=O)N1CCC(CC1)CCN1N=C(C=C1C(=O)OC)Cl 4-(2-(3-chloro-5-(methoxycarbonyl)-1H-pyrazol-1-yl)ethyl)piperidine-1-carboxylic acid tert-butyl ester